3,4-dihydro-6-[4-[1-(cis-4-hydroxycyclohexyl)-1H-tetrazol-5-yl]butoxy]-2(1H)-quinolinone O[C@H]1CC[C@H](CC1)N1N=NN=C1CCCCOC=1C=C2CCC(NC2=CC1)=O